NC1=CC=C2C(=N1)CCC2NC([C@H](C)NC(=O)[C@@H]2NC[C@H](C2)CC2=CC=C(C=C2)F)=O (2R,4S)-N-((2S)-1-((2-amino-6,7-dihydro-5H-cyclopenta[b]pyridin-5-yl)amino)-1-oxopropan-2-yl)-4-(4-fluorobenzyl)pyrrolidine-2-carboxamide